N(C)CC(=O)OC(C=C)=O acryloyl sarcosinate